FC(C1=CC2=C(SC(=C2)C(N[C@H]2CCC[C@@H]3N(C2=O)[C@@H](CC3)C(N[C@H]3C[C@H](CC3)OC)=O)=O)C=C1)P(O)(O)=O (fluoro(2-(((3S,6S,9aS)-3-(((1R,3S)-3-methoxycyclopentyl)carbamoyl)-5-oxooctahydro-1H-pyrrolo[1,2-a]azepin-6-yl)carbamoyl)benzo[b]thiophen-5-yl)methyl)phosphonic acid